lithium 6-(1H-imidazol-1-yl)-4-methylpicolinate N1(C=NC=C1)C1=CC(=CC(=N1)C(=O)[O-])C.[Li+]